CC(C)(C)[S@](=O)N[C@H]1C2=C(N=CS2)CC12CCNCC2 (S)-2-methyl-N-[(6R)-spiro[4,6-dihydrocyclopenta[d]thiazol-5,4'-piperidin]-6-yl]propane-2-sulfinamide